(4-(tert-butyl)phenoxy)-L-alanine benzyl ester C(C1=CC=CC=C1)OC([C@@H](NOC1=CC=C(C=C1)C(C)(C)C)C)=O